C(N)(=O)C1=C(C=C(C=C1)N1N=C(C=2C(CC(CC12)(C)C)=O)C)NCCCOCCCN1C(C(CC1=O)SCCC(=O)N([C@@H](C)C(=O)[O-])C)=O N-(3-((1-(3-(3-((2-carbamoyl-5-(3,6,6-trimethyl-4-oxo-4,5,6,7-tetrahydro-1H-indazol-1-yl)phenyl)amino)propoxy)propyl)-2,5-dioxopyrrolidin-3-yl)thio)propanoyl)-N-methyl-L-alaninate